3-(5-(1-(4-((3R,4R)-4-amino-3-hydroxypiperidin-1-yl)benzyl)-4-hydroxypiperidin-4-yl)-1-oxoisoindolin-2-yl)piperidine-2,6-dione N[C@H]1[C@@H](CN(CC1)C1=CC=C(CN2CCC(CC2)(O)C=2C=C3CN(C(C3=CC2)=O)C2C(NC(CC2)=O)=O)C=C1)O